((2-chloro-4-cyclopropylphenyl)amino)-2-(2-hydroxyethoxy)-7-methyl-3,4-dihydro-2,7-naphthyridine-1,6(2H,7H)-dione ClC1=C(C=CC(=C1)C1CC1)NC1N(C(C2=CN(C(C=C2C1)=O)C)=O)OCCO